5-hydroxy-2-(3-methyl-2,6-dioxo-3-piperidyl)isoindoline-1,3-dione OC=1C=C2C(N(C(C2=CC1)=O)C1(C(NC(CC1)=O)=O)C)=O